3-(2-chlorophenyl)piperazine-1-carboxylic acid tert-butyl ester C(C)(C)(C)OC(=O)N1CC(NCC1)C1=C(C=CC=C1)Cl